(1S,3S,5S)-5-methyl-2-((4-phenoxybenzoyl)glycyl)-2-azabicyclo[3.1.0]-hexane-3-carboxamide C[C@@]12C[C@H](N([C@H]2C1)C(CNC(C1=CC=C(C=C1)OC1=CC=CC=C1)=O)=O)C(=O)N